FC1(CCN(CC1)C1=C(C=C(C=N1)C=1SC(=CN1)C(=O)OC)F)F methyl 2-[6-(4,4-difluoropiperidin-1-yl)-5-fluoropyridin-3-yl]-1,3-thiazole-5-carboxylate